Cl.FC1=C(C=CC(=N1)C(=O)NC([2H])([2H])[2H])N1CCNCC1 6-fluoro-N-(methyl-d3)-5-(piperazin-1-yl)pyridineamide hydrochloride